(1R,11R)-18-(difluoromethoxy)-12-ethyl-5-[2-(1-methylpyrazol-4-yl)ethynyl]-2,9,12-triazapentacyclo[9.8.1.0^{2,10}.0^{3,8}.0^{14,19}]icosa-3(8),4,6,9,14(19),15,17-heptaen-13-one FC(OC1=CC=CC=2C(N([C@H]3C4=NC=5C=CC(=CC5N4[C@@H](C12)C3)C#CC=3C=NN(C3)C)CC)=O)F